racemic-2-(4-(piperidin-3-yl)phenyl-2,3,5,6-d4)-2H-indazole-3-d-7-carboxamide N1C[C@H](CCC1)C1=C(C(=C(C(=C1[2H])[2H])N1N=C2C(=CC=CC2=C1[2H])C(=O)N)[2H])[2H] |r|